FC(C=1N=CC(=NC1)C(C(=O)O)(C)C)F 2-[5-(difluoromethyl)pyrazin-2-yl]-2-methyl-propanoic acid